N-[(4-ethenylcyclohex-1-en-1-yl)methylidene]hydroxylamine C(=C)C1CC=C(CC1)C=NO